C1(CCC1)C1=NC=NO1 5-Cyclobutyl-1,2,4-oxadiazol